N1N=NC(=C1)CN1N=CC2=C(C1=O)N(C1=C2SC(=N1)CC=1N=CSC1C)C 6-((1H-1,2,3-triazol-4-yl)methyl)-4-methyl-2-((5-methylthiazol-4-yl)methyl)-4H-thiazolo[5',4':4,5]pyrrolo[2,3-d]pyridazin-5(6H)-one